CN1CCC(CC1)NC(O[C@@H]1CC[C@H](CC1)C(N(C[C@@H]1CC[C@H](CC1)C1=NC(=C(C=C1)OC)C)C1=NC=CC(=C1)C=1N=C(OC1)C1CC1)=O)=O trans-4-((4-(2-Cyclopropyloxazol-4-yl) pyridine-2-yl)((trans-4-(5-methoxy-6-methylpyridin-2-yl)cyclohexyl)methyl) carbamoyl)cyclohexyl (1-methylpiperidin-4-yl)carbamate